OC1CCC(CC1)NC=1SC2=C(N1)C=CC=C2C=2C=CC(=C(C2)C2=CC=C(O2)P(O)(O)=O)OC (5-(5-(2-((4-hydroxycyclohexyl)amino)benzo[d]thiazol-7-yl)-2-methoxyphenyl)furan-2-yl)phosphonic acid